CC1(CC(C1)(C1=NN=CN1C)C=1C=C(C=C(C1)F)NC(=O)C=1C(N(C=C(C1)CNCC(C)C)CC(F)(F)F)=O)C N-(3-(3,3-dimethyl-1-(4-methyl-4H-1,2,4-triazol-3-yl)cyclobutyl)-5-fluorophenyl)-5-((isobutylamino)methyl)-2-oxo-1-(2,2,2-trifluoroethyl)-1,2-dihydropyridine-3-carboxamide